[Si](C)(C)(C(C)(C)C)OCC1=NN(C=2N(C([C@@H]([C@@H](C21)C2=CC=C(C=C2)F)NC(C2=CC(=CC=C2)C(F)(F)F)=O)=O)CC)C2=CC=CC=C2 |r| rac-N-((4R,5R)-3-(((tert-butyldimethylsilyl)oxy)methyl)-7-ethyl-4-(4-fluorophenyl)-6-oxo-1-phenyl-4,5,6,7-tetrahydro-1H-pyrazolo[3,4-b]pyridine-5-yl)-3-(trifluoromethyl)benzamide